OC1(COC1)C=1C=C(C=CC1)C(=O)N1CCC(CC1)NC1=CC(=CC=C1)C(F)(F)F (3-(3-hydroxyoxetan-3-yl)phenyl)(4-((3-(trifluoromethyl)phenyl)amino)piperidin-1-yl)methanone